BrCCCOC1=CC=C(C=C1)CCCO 3-(4-Bromopropoxyphenyl)propanol